ClC=1C(=C(CNC(=O)C=2C(C(=C3N(C[C@@H]4N(C3=O)[C@H]3CC[C@@H]4C3)C2)O)=O)C(=CC1)F)F (1R,4S,12aR)-N-(3-chloro-2,6-difluorobenzyl)-7-hydroxy-6,8-dioxo-1,2,3,4,6,8,12,12a-octahydro-1,4-methanodipyrido[1,2-a:1',2'-d]pyrazine-9-carboxamide